C(#C)C=1SC=C(N1)NC(=O)NCC1=CC=C(C=C1)C=1C=NC=C(C1)N1CCCC1 1-(2-ethynylthiazol-4-yl)-3-(4-(5-(pyrrolidin-1-yl)pyridin-3-yl)benzyl)urea